ClC=1C(=NC=C(C1)C(F)(F)F)I 3-Chloro-2-iodo-5-(trifluoromethyl)-pyridine